(2-bromoethoxy)isoflavone BrCCOC=1OC2=CC=CC=C2C(C1C1=CC=CC=C1)=O